OP1(OCC([C@H](O1)C1=CC=CC=C1)(C)C)=O (4R)-2-hydroxy-5,5-dimethyl-4-phenyl-1,3,2lambda5-dioxaphosphine 2-oxide